C1(CC1)S(=O)(=O)N1N=CC(=C1)C1=NC=CC(=N1)NC=1N=CC2=CC=CC(=C2C1)C(C)C 3-((2-(1-(cyclopropylsulfonyl)-1H-pyrazol-4-yl)pyrimidin-4-yl)amino)-5-isopropylisoquinoline